2-amino-7-chloro-3-oxo-3H-phenoxazine-1-carboxylic acid tert-butyl ester C(C)(C)(C)OC(=O)C1=C(C(C=C2OC3=CC(=CC=C3N=C12)Cl)=O)N